2,4-dimethylthieno[3,2-C]pyridine CC1=CC=2C(=NC=CC2S1)C